C(C1=CC=CC=C1)N(C(O)=O)CC=1C=C2C(=C(NC2=CC1)Br)C.FC1=C(C=CC(=C1)C(F)(F)F)COC1CN(C1)C(=O)N1CC(CC1)C1=CN=CN1 [3-[[2-Fluoro-4-(trifluoromethyl)phenyl]methoxy]azetidin-1-yl]-[3-(1H-imidazol-5-yl)pyrrolidin-1-yl]methanone benzyl-((2-bromo-3-methyl-1H-indol-5-yl)methyl)carbamate